1-[(2R,6R)-6-(hydroxymethyl)-6-(triisopropylsilyloxymethyl)-1,4-dioxan-2-yl]-5-methyl-pyrimidine-2,4-dione OC[C@@]1(COC[C@@H](O1)N1C(NC(C(=C1)C)=O)=O)CO[Si](C(C)C)(C(C)C)C(C)C